C(CCC)OC(=O)C=1C2=C(OC1C)C1=CC=CC=C1C(=C2)NS(=O)(=O)C2=CC=C(C=C2)F 5-(4-fluorophenylsulphonamido)-2-methylnaphtho[1,2-b]furan-3-carboxylic acid butyl ester